CN1C=2C=CC(=NC2C(=CC1=O)N1CCC(CC1)OC1=CC=C(C=C1)C(C)(C)CC)C#N 5-Methyl-6-oxo-8-(4-(4-(tert-pentyl)phenoxy)piperidin-1-yl)-5,6-dihydro-1,5-naphthyridin-2-carbonitril